OCCC1=CC=CC=C1CN 6-HYDROXYETHYL-AMINO-TOLUENE